[4,6-bis(3,5-dimethyl-1H-pyrazol-1-yl)-1,3,5-triazin-2-yl]Aniline CC1=NN(C(=C1)C)C1=NC(=NC(=N1)N1N=C(C=C1C)C)NC1=CC=CC=C1